4-[5-[4-(hydroxycarbamoyl)phenyl]mercapto-4-methyl-1,2,4-triazol-3-yl]piperidine-1-carboxylic acid tert-butyl ester C(C)(C)(C)OC(=O)N1CCC(CC1)C1=NN=C(N1C)SC1=CC=C(C=C1)C(NO)=O